Cl.C1(NN=CC2=CC=CC=C12)=O phthalazin-1(2H)-one hydrochloride